FC(C(=O)O)(F)F.CNCCC1=CC=C(C=C1)NC(=O)C1=C(C=C(C(=O)OC)C=C1)NC(=O)C=1C=NC2=CC=CC=C2C1 Methyl 4-((4-(2-(methylamino)ethyl)phenyl)carbamoyl)-3-(quinoline-3-carboxamido)benzoate trifluoroacetate